tert-Butyl (6-chloro-5-(trifluoromethyl)pyridin-2-yl)carbamate ClC1=C(C=CC(=N1)NC(OC(C)(C)C)=O)C(F)(F)F